C(C)(C)OC[C@@H]1CCC2=CCCN12 (3s,7as)-3-(isopropoxymethyl)tetrahydro-1H-pyrrolizin